ClC1=C(C(=O)N[C@H]2[C@H]3CC[C@@H](C2)N3C#N)C=CC(=C1)N1C[C@H](CC1)CC#N 2-chloro-N-((1R,2R,4S)-7-cyano-7-azabicyclo[2.2.1]heptan-2-yl)-4-((3R)-3-(cyanomethyl)-1-pyrrolidinyl)benzamide